COC1=CC=C(C=C1)C=1NC(SC1)N/N=C/C=1N=CC=2N(C3=CC=CC=C3C2C1)CC1=CC=CC=C1 4-(4-methoxyphenyl)-2-(((E)-(9-benzyl-beta-carbolin-3-yl)methylene)hydrazino)-2,3-dihydrothiazole